OC=1C(=NC=CC1OC)C(=O)N[C@H](C(=O)ON(C(C1=CC=CC=C1)C1=CC2=CC=CC=C2C=C1)C)C [methyl-[2-naphthyl(phenyl)methyl] amino] (2S)-2-[(3-hydroxy-4-methoxy-pyridine-2-carbonyl) amino]propanoate